ClC1=NC(=NC(=C1OC)C1=CC(=CC=C1)C1=NN(C=C1)C)SC 4-chloro-5-methoxy-6-(3-(1-methyl-1H-pyrazol-3-yl)phenyl)-2-(methylthio)pyrimidine